3-N-methyl-2'-fluoro-2'-deoxycytidine CN1C(N([C@H]2[C@@H]([C@H](O)[C@@H](CO)O2)F)C=CC1=N)=O